ClC=1C=CC(=C(C1)S(=O)(=O)NC1=CC=C(C=C1)C1=NC(=C2C(=N1)NN=C2C)O[C@@H]2CN(C[C@@H]2F)C)F 5-chloro-2-fluoro-N-[4-(4-{[(3R,4S)-4-fluoro-1-methylpyrrolidin-3-yl]oxy}-3-methyl-1H-pyrazolo[3,4-d]pyrimidin-6-yl)phenyl]benzenesulfonamide